[Li+].[Si](C)(C)(C(C)(C)C)OCCS(=O)(=O)C=1C(=CC(=C(C(=O)[O-])C1)F)C.ClC1=C(C(=O)NC2CCN(CC2)C2=NC=C(C=C2)C2=C3C=CC=NC3=CC(=N2)OCC)C=CC=C1 2-chloro-N-(1-(5-(7-ethoxy-1,6-naphthyridin-5-yl)pyridin-2-yl)piperidin-4-yl)benzamide 5-((2-((tert-butyldimethylsilyl)oxy)ethyl)sulfonyl)-2-fluoro-4-methylbenzoate lithium salt